4-tert-butylbenzeneboronic acid C(C)(C)(C)C1=CC=C(C=C1)B(O)O